FC1=C(C=C2C=C(N=CC2=C1)NC(=O)C1C(C1)C1=NC=CC=C1)C1CCN(CC1)C1(COCC1O)C N-(7-fluoro-6-(1-(4-hydroxy-3-methyltetrahydrofuran-3-yl)piperidin-4-yl)isoquinolin-3-yl)-2-(pyridin-2-yl)cyclopropane-1-carboxamide